(1S,2S,4R,5R,6R,7S)-N-(4-chloro-3-fluorophenyl)-7-(2-methylpyridin-4-yl)-8-oxatricyclo[3.2.1.02,4]octane-6-carboxamide ClC1=C(C=C(C=C1)NC(=O)[C@H]1[C@H]2[C@@H]3C[C@@H]3[C@@H]([C@@H]1C1=CC(=NC=C1)C)O2)F